C1C(CC2=CC=CC=C12)C(C(=O)N[C@@H]([C@H](O)C1=CC2=C(OCCO2)C=C1)CN1CCCC1)(F)F 2-(2,3-dihydro-1H-inden-2-yl)-N-((1r,2r)-1-(2,3-dihydrobenzo[b][1,4]dioxin-6-yl)-1-hydroxy-3-(pyrrolidin-1-yl)propan-2-yl)-2,2-difluoroacetamide